Nickel (II) Ethylene C=C.[Ni+2]